C1(CC1)C1=CC(=NO1)C1=NN(C2=NC=NC(=C21)N)C2COC2 3-(5-cyclopropylisoxazol-3-yl)-1-(oxetan-3-yl)-1H-pyrazolo[3,4-d]pyrimidin-4-amine